N-undecylenoyl-glycine C(CCCCCCCCC=C)(=O)NCC(=O)O